4-(4-(3,3-Difluoropropyl)-1-((5-methoxy-7-methyl-1H-indol-4-yl)methyl)piperazin-2-yl)benzoic acid FC(CCN1CC(N(CC1)CC1=C2C=CNC2=C(C=C1OC)C)C1=CC=C(C(=O)O)C=C1)F